C\C(=C/CC1=C(C=C(C=C1O)C1=CC=CC=C1)O)\CCC=C(C)C 2-[(2E)-3,7-Dimethylocta-2,6-dienyl]-5-phenyl-benzene-1,3-diol